4-bromo-5-(4-fluoro-2,6-dimethylphenoxy)-1-(2,2,2-trifluoroethyl)pyridin-2(1H)-one BrC1=CC(N(C=C1OC1=C(C=C(C=C1C)F)C)CC(F)(F)F)=O